(2R,4S)-5,5-dihydroxy-9-({1-[(3-hydroxy-2-methyl-4-oxopyridin-1(4H)-yl)acetyl]azetidin-3-yl}oxy)-5-boranuidatricyclo[5.4.0.02,4]undeca-1(11),7,9-triene-8-carboxylic acid disodium salt [Na+].[Na+].O[B-]1([C@H]2C[C@H]2C2=CC=C(C(=C2C1)C(=O)O)OC1CN(C1)C(CN1C(=C(C(C=C1)=O)O)C)=O)O.O[B-]1([C@H]2C[C@H]2C2=CC=C(C(=C2C1)C(=O)O)OC1CN(C1)C(CN1C(=C(C(C=C1)=O)O)C)=O)O